[Cu].SCC(CC[Si](OCC)(OCC)OCC)(C)C 4-mercapto-3,3-dimethylbutyl-triethoxysilane copper